(1-hexynyl)-2-furaldehyde C(#CCCCC)C1=C(OC=C1)C=O